N-(5-((4-chlorophenyl)oxy)-1,3,4-thiadiazol-2-yl)-1-(2-ethynylphenyl)-1H-imidazole-5-carboxamide ClC1=CC=C(C=C1)OC1=NN=C(S1)NC(=O)C1=CN=CN1C1=C(C=CC=C1)C#C